3-(4-(2-((tert-butyldimethylsilyl)oxy)ethyl)pyridin-2-yl)-N-(1-(2-((4-methoxybenzyl)oxy)phenyl)ethyl)imidazo[1,2-b]pyridazin-6-amine [Si](C)(C)(C(C)(C)C)OCCC1=CC(=NC=C1)C1=CN=C2N1N=C(C=C2)NC(C)C2=C(C=CC=C2)OCC2=CC=C(C=C2)OC